(3R)-N-(cyclobutylmethyl)-1-[4-[[4-(5-methoxy-3-pyridyl)triazol-1-yl]methyl]phenyl]piperidin-3-amine C1(CCC1)CN[C@H]1CN(CCC1)C1=CC=C(C=C1)CN1N=NC(=C1)C=1C=NC=C(C1)OC